2-(4-(3-(2,2-difluoroethyl)-2-(imidazo[1,2-a]pyridin-7-yl)-1H-indol-5-yl)piperidin-1-yl)-N-methylacetamide FC(CC1=C(NC2=CC=C(C=C12)C1CCN(CC1)CC(=O)NC)C1=CC=2N(C=C1)C=CN2)F